C(#N)C1=CC(=CC2=C1SC(=C2)C=2SC(=C(N2)C)C(=O)O)OC(C)C 2-(7-Cyano-5-isopropoxybenzo[b]thiophen-2-yl)-4-methylthiazole-5-carboxylic acid